CN1C2CN(CC1C2)[C@H]2CNCC2 6-Methyl-3-((R)-pyrrolidin-3-yl)-3,6-diazabicyclo[3.1.1]heptane